(R,E)-N-(1-(3,4-dimethoxyphenyl)ethyl)-3-(5-(pyridin-3-yl)-1H-pyrrolo[2,3-b]pyridin-3-yl)acrylamide COC=1C=C(C=CC1OC)[C@@H](C)NC(\C=C\C1=CNC2=NC=C(C=C21)C=2C=NC=CC2)=O